C(CCCCCCCCCCC)OC=1C2=C(SC1)C(=CS2)OCCCCCCCCCCCC 3,6-bis(dodecyloxy)thieno[3,2-b]thiophene